FC=1C=C(OC2COCCC2)C=C(C1B1OC(C(O1)(C)C)(C)C)F 3-[3,5-difluoro-4-(4,4,5,5-tetramethyl-1,3,2-dioxaborolan-2-yl)phenoxy]tetrahydro-2H-pyran